N(=[N+]=[N-])CC(=O)C(CCC[C@H](N)C(=O)O)N 6-(2-azidoacetyl)-L-lysine